O[C@H](C(=O)N1CSC([C@H]1C(=O)NCC1=C(C=CC=C1)C)(C)C)[C@H](CC1=CC=CC=C1)NC(C1=C(C(=CC=C1)O)C)=O 3-(2(S)-Hydroxy-3(S)-(3-hydroxy-2-methylbenzamido)-4-phenylbutanoyl)-5,5-dimethyl-N-(2-methylbenzyl)thiazolidine-4(R)-carboxamide